N1CCC12CN(C2)C=2C=CC=1N=CN=C(C1N2)OC2=C(C(=C(C=C2)Cl)Cl)F 6-(1,6-diazaspiro[3.3]heptan-6-yl)-4-(3,4-dichloro-2-fluoro-phenoxy)pyrido[3,2-d]pyrimidine